N-(4-(4-amino-3-(4-(cyclopentyloxy)-3-methoxyphenyl)-7-oxo-6,7-dihydro-2H-pyrazolo[3,4-d]pyridazin-2-yl)phenyl)acrylamide NC=1C=2C(C(NN1)=O)=NN(C2C2=CC(=C(C=C2)OC2CCCC2)OC)C2=CC=C(C=C2)NC(C=C)=O